BrC1=C(C2=CN(N=C2C=C1)C)F 5-bromo-4-fluoro-2-methyl-2H-indazole